CC(C(=O)O)CCCCCC\C=C/C[C@H](O)CCCCCC.C(CCCCCCC\C=C/C[C@H](O)CCCCCC)(=O)OC methyl ricinoleate (methyl ricinoleate)